quinolin-4-amine N1=CC=C(C2=CC=CC=C12)N